P(=O)(O)(O)O.CC1(C(N(C2=CC=CC=C12)C1CCN(CC1)C([C@H](CCC1=CC=CC=C1)NC(=O)[C@H]1CNCCC1)=O)=O)C (R)-N-((S)-1-(4-(3,3-dimethyl-2-oxoindolin-1-yl)piperidin-1-yl)-1-oxo-4-phenylbutan-2-yl)piperidine-3-carboxamide phosphate